COC(C1=C(C=C(C(=C1)F)C(F)(F)F)NC1=C(C(=C(C=C1)F)F)C=O)=O ((3,4-difluoro-2-formylphenyl)amino)-5-fluoro-4-(trifluoromethyl)-benzoic acid methyl ester